CC(C)C1=C(C(=CC=C1)C(C)C)NC(=O)N[C@@H](C(=O)OCC)CC=1C=NC=CC1 ethyl (2R)-2-({[2,6-bis(propan-2-yl)phenyl]carbamoyl}amino)-3-(pyridin-3-yl)propanoate